FC1(CCC(CC1)C1=C(C=C(C=N1)N)F)F 6-(4,4-difluorocyclohexyl)-5-fluoropyridin-3-amine